FC1=C(C=CC(=C1)C(F)(F)F)NC(=O)[C@H]1[C@@H]([C@H](CC[C@H]1C)C1=CC=C(C=C1)NC)C(=O)O |r| rac-(1R,2R,3R,6S)-2-((2-fluoro-4-(trifluoromethyl)phenyl)carbamoyl)-3-methyl-6-(4-(methylamino)phenyl)cyclohexane-1-carboxylic acid